tert-butyl (2-(6-bromobenzo[d]oxazol-2-yl)ethyl)carbamate BrC1=CC2=C(N=C(O2)CCNC(OC(C)(C)C)=O)C=C1